2-(3,5-dichloro-4-((7-(2,2,2-trifluoroethyl)-7H-pyrrolo[2,3-d]pyrimidin-4-yl)oxy)phenyl)-3,5-dioxo-2,3,4,5-tetrahydro-[1,2,4]triazine-6-carbonitrile ClC=1C=C(C=C(C1OC=1C2=C(N=CN1)N(C=C2)CC(F)(F)F)Cl)N2N=C(C(NC2=O)=O)C#N